1-[4-[6-benzyloxy-2-(3,3,5,5-tetramethylcyclohexen-1-yl)-3,4-dihydronaphthalen-1-yl]phenyl]-4-(dimethoxymethyl)piperidine C(C1=CC=CC=C1)OC=1C=C2CCC(=C(C2=CC1)C1=CC=C(C=C1)N1CCC(CC1)C(OC)OC)C1=CC(CC(C1)(C)C)(C)C